[Si](C1=CC=CC=C1)(C1=CC=CC=C1)(C(C)(C)C)OC1CC2(CCC1)O[C@@]1(OO2)[C@H]2[C@@H](C[C@@H](C1)C2)C(=O)OC methyl (1R,2S,4S,6R)-3''-((tert-butyldiphenylsilyl)oxy)dispiro[bicyclo[2.2.1]heptane-2,3'-[1,2,4]trioxolane-5',1''-cyclohexane]-6-carboxylate